C(C)(=O)N1CC=2C=C(C=C(C2C(C1)(C)C)C#N)NC=1N=CC=2C(N(COC2N1)C1=C(C=CC=C1C)Cl)=O 2-Acetyl-7-((3-(2-chloro-6-methylphenyl)-4-oxo-3,4-dihydro-2H-pyrimido[5,4-e][1,3]oxazin-7-yl)amino)-4,4-dimethyl-1,2,3,4-tetrahydroisoquinoline-5-carbonitrile